3-(methylthio)pyridine CSC=1C=NC=CC1